4-(5-(3-amino-8-azabicyclo[3.2.1]octane-8-yl)-8-(5-fluoro-1-methyl-1H-indole-6-yl)imidazolo[1,2-c]pyrimidin-7-yl)-2-fluorobenzonitrile NC1CC2CCC(C1)N2C2=NC(=C(C=1N2C=CN1)C1=C(C=C2C=CN(C2=C1)C)F)C1=CC(=C(C#N)C=C1)F